1-((trans)-3-(8-chloro-4-(3-(dimethylamino)azetidin-1-yl)-6-fluoro-7-(3-hydroxynaphthalen-1-yl)-1H-imidazo[4,5-c]quinolin-1-yl)-4-methylpyrrolidin-1-yl)prop-2-en-1-one ClC1=CC=2C3=C(C(=NC2C(=C1C1=CC(=CC2=CC=CC=C12)O)F)N1CC(C1)N(C)C)N=CN3[C@@H]3CN(C[C@H]3C)C(C=C)=O